IC1=CC=C(C=C1)C1=C(C(=C(C(=C1C1=CC=C(C=C1)I)C1=CC=C(C=C1)I)C1=CC=C(C=C1)I)C1=CC=C(C=C1)I)C1=CC=C(C=C1)I hexa(4-iodophenyl)benzene